4-((1R,5S)-3,8-diazabicyclo[3.2.1]octan-3-yl)-7-(5-methyl-1H-indazol-4-yl)-2-(((S)-1-methylpyrrolidin-2-yl)methoxy)-5,6,7,8-tetrahydropyrido[3,4-d]pyrimidine [C@H]12CN(C[C@H](CC1)N2)C=2C1=C(N=C(N2)OC[C@H]2N(CCC2)C)CN(CC1)C1=C2C=NNC2=CC=C1C